(6-((2-methoxyethoxy)methyl)pyridazin-3-yl)methanol COCCOCC1=CC=C(N=N1)CO